CC1N(CCC(C1)C(=O)NC=1N=CC2=CC=C(C=C2C1)C=1C=NN(C1)C)C1CCNCC1 methyl-N-(6-(1-methyl-1H-pyrazol-4-yl)isoquinolin-3-yl)-[1,4'-bipiperidine]-4-carboxamide